N-((7-(5-(difluoromethyl)-1,3,4-oxadiazol-2-yl)imidazo[1,2-a]pyridin-2-yl)methyl)-N-(3-fluorophenyl)-4-(methylsulfonyl)piperazine-1-carboxamide FC(C1=NN=C(O1)C1=CC=2N(C=C1)C=C(N2)CN(C(=O)N2CCN(CC2)S(=O)(=O)C)C2=CC(=CC=C2)F)F